COC1=C(C=CC=C1)N1CC(CC1)N 1-(2-methoxyphenyl)pyrrolidin-3-amine